BrC1=C(C(=CC=2N(C(NC21)=O)CC(F)F)Br)C(=O)C2=C(C=CC(=C2)F)Cl 4,6-dibromo-5-[(2-chloro-5-fluorophenyl)carbonyl]-1-(2,2-difluoroethyl)-2,3-dihydro-1H-benzo[d]imidazol-2-one